COC1=CC=C(COC2=NC=CC=C2C2=CC(NCC2)=O)C=C1 2-((4-methoxybenzyl)oxy)-5',6'-dihydro-[3,4'-bipyridyl]-2'(1'H)-one